2-(but-3-yn-1-yloxy)tetrahydrofuran C(CC#C)OC1OCCC1